1-Acetyl-N-((1,2,3,5,6,7-hexahydro-s-indacen-4-yl)carbamoyl)piperidine-4-sulfonamide, Potassium Salt [K].C(C)(=O)N1CCC(CC1)S(=O)(=O)NC(NC1=C2CCCC2=CC=2CCCC12)=O